CCC(C(CCCCCCCCCCCCCCC)O)O nonadecane-3,4-diol